5-bromo-2-(1,2,2-trimethylpyrrolidin-3-yl)benzo[d]thiazole BrC=1C=CC2=C(N=C(S2)C2C(N(CC2)C)(C)C)C1